C(C1=CC=CC=C1)(=O)O[C@@H]1CO[C@@H]([C@]1(C)F)Br (2r,3r,4r,5r)-3-benzoyloxy-5-bromo-4-fluoro-4-methyltetrahydrofuran